2-chloro-3-(tetramethyl-1,3,2-dioxaborolan-2-yl)aniline ClC1=C(N)C=CC=C1B1OC(C(O1)(C)C)(C)C